1-(p-chlorobenzhydryl)4-[2-(2-hydroxyethoxy)-ethyl]piperazine dihydrochloride Cl.Cl.ClC1=CC=C(C(C2=CC=CC=C2)N2CCN(CC2)CCOCCO)C=C1